(S)-5-amino-4-(5-bromo-6-fluoro-4-hydroxy-1-oxoisoindolin-2-yl)-5-oxopentanoic acid tert-butyl ester C(C)(C)(C)OC(CC[C@@H](C(=O)N)N1C(C2=CC(=C(C(=C2C1)O)Br)F)=O)=O